4-[[5-(4-chloro-2-methyl-phenoxy)-4-methyl-3-pyridyl]methyl]-3-fluoro-pyridin-2-amine ClC1=CC(=C(OC=2C(=C(C=NC2)CC2=C(C(=NC=C2)N)F)C)C=C1)C